(S)-N-methyl-5-(((2-nitro-6,7-dihydro-5H-imidazo[2,1-b][1,3]oxazin-6-yl)oxy)methyl)-N-(4-(trifluoromethoxy)phenethyl)pyrimidin-2-amine CN(C1=NC=C(C=N1)CO[C@H]1CN2C(OC1)=NC(=C2)[N+](=O)[O-])CCC2=CC=C(C=C2)OC(F)(F)F